6-((R)-2-hydroxypropoxy)-4-(6-(6-(6-methoxynicotinoyl)-3,6-diazabicyclo[3.1.1]hept-3-yl)pyridin-3-yl)pyrazolo[1,5-a]pyridine-3-carbonitrile O[C@@H](COC=1C=C(C=2N(C1)N=CC2C#N)C=2C=NC(=CC2)N2CC1N(C(C2)C1)C(C1=CN=C(C=C1)OC)=O)C